O1CC(C1)N1C=C(N=CC1=O)C(=O)O 4-(oxetan-3-yl)-5-oxo-4,5-dihydropyrazine-2-carboxylic acid